OCCC1(C(=O)O)C=CC(C(=O)O)(C=C1)C.C(C1=CC=C(C(=O)O)C=C1)(=O)OCCCO hydroxyethylmethyl terephthalate (1-(2-hydroxyethyl)4-methyl terephthalate)